2-(1H-imidazol-2-yl)piperidine-1-carboxylic acid tert-butyl ester C(C)(C)(C)OC(=O)N1C(CCCC1)C=1NC=CN1